3-Methoxy-4-methylpicolinonitrile COC=1C(=NC=CC1C)C#N